COC=1C=C(C=CC1OC)C1=NC2=C(N1C)C=C(C=C2C)C2CCN(CC2)C2CC1CCC(C2)N1C1COC1 2-(3,4-dimethoxyphenyl)-1,4-dimethyl-6-(1-(8-(oxetan-3-yl)-8-azabicyclo[3.2.1]octan-3-yl)piperidin-4-yl)-1H-benzo[d]imidazole